OP(O)OP(O)O.C(CCCCCCCCCCC)C(O)(C(CO)(CO)CO)CCCCCCCCCCCC didodecyl-pentaerythritol diphosphite